C1(CCCC1)CC(=O)NN1C(C2=CC=CC=C2C(=N1)C(F)(F)F)=O 2-cyclopentyl-N-[1-oxo-4-(trifluoromethyl)phthalazin-2(1H)-yl]acetamide